N-(3-(1-amino-2,2,2-trifluoroethyl)-4-fluorobenzyl)-6'-fluoro-1'-methyl-4'-oxo-3',4'-dihydro-1'H-spiro[piperidine-4,2'-quinoline]-1-carboxamide NC(C(F)(F)F)C=1C=C(CNC(=O)N2CCC3(N(C4=CC=C(C=C4C(C3)=O)F)C)CC2)C=CC1F